tert-Butyl N-{[3-oxo-7-(trifluoromethyl)-1,2-dihydroisoindol-5-yl]methyl}-N-(2-oxocyclopentyl)carbamate O=C1NCC2=C(C=C(C=C12)CN(C(OC(C)(C)C)=O)C1C(CCC1)=O)C(F)(F)F